COC(=O)C=1C2=C(N=CC1)N(C(=C2)Cl)CCS(=O)(=O)C chloro-1-(2-(methylsulfonyl)ethyl)-1H-pyrrolo[2,3-b]pyridine-4-carboxylic acid methyl ester